(R)-2-(4-(4-methyl-1-piperazinyl)phenylamino)-8-phenylamino-9-(N-acryloyl-3-piperidinyl)-9H-purine CN1CCN(CC1)C1=CC=C(C=C1)NC1=NC=C2N=C(N(C2=N1)[C@H]1CN(CCC1)C(C=C)=O)NC1=CC=CC=C1